C1(=CC=CC=C1)C1CN(CCC1)C(=O)[O-] 3-phenylpiperidine-1-carboxylate